NC1=CC=CC=C1.FC(C(=O)O)F difluoroacetic acid aniline salt